COC1=CC=C(S1)C1=NNC(=C1)NC1=CC=C(C=C1)N1CCN(CC1)C 3-(5-Methoxythiophene-2-yl)-N-(4-(4-methylpiperazin-1-yl)phenyl)-1H-pyrazol-5-amine